5-(2-furoyl)amino-3-(1,2,3,4,5,8-hexahydroindolizin-7-yl)-benzofuran O1C(=CC=C1)C(=O)NC=1C=CC2=C(C(=CO2)C2=CCN3CCCC3C2)C1